methyl (S)-1-(oxetan-2-ylmethyl)-2-(4-(4,4,5,5-tetramethyl-1,3,2-dioxaborolan-2-yl)benzyl)-1H-benzo[d]imidazole-6-carboxylate O1[C@@H](CC1)CN1C(=NC2=C1C=C(C=C2)C(=O)OC)CC2=CC=C(C=C2)B2OC(C(O2)(C)C)(C)C